COC1=NC=CC(=C1C)B(O)O 2-METHOXY-3-METHYLPYRIDINE-4-BORONIC ACID